ClC1=C(N=C(NC1=O)C1=CC(=NC=C1)F)N1[C@H](CN[C@H](C1)C(F)(F)F)C Cis-5-chloro-2-(2-fluoro-4-pyridyl)-4-[2-methyl-5-(trifluoromethyl)piperazin-1-yl]-1H-pyrimidin-6-one